CN1N=CC(=C1)C(C)N1N=C(C2=C1N=C(NC2=O)C2C(CC2)C2=NC=CC=N2)C#N 1-(1-(1-methyl-1H-pyrazol-4-yl)ethyl)-4-oxo-6-(2-(pyrimidin-2-yl)cyclobutyl)-4,5-dihydro-1H-pyrazolo[3,4-d]pyrimidine-3-carbonitrile